C(#N)C=1C=NN2C1N=CC=C2C=2C=C(C=CC2)N(C(C)=O)CC N-[3-(3-cyanopyrazolo[1,5-a]pyrimidine-7-yl)phenyl]-N-ethylacetamide